2-oxo-2-(3,4,5-trimethoxyphenyl)acetic acid O=C(C(=O)O)C1=CC(=C(C(=C1)OC)OC)OC